FC=1C=C(O[C@H]2C[C@H](CC2)NC(C=C)=O)C=C(C1[C@H]1N([C@@H](CC2=C1NC1=CC=CC=C21)C)CC(C)(C)F)F N-((1S,3R)-3-(3,5-difluoro-4-((1R,3R)-2-(2-fluoro-2-methylpropyl)-3-methyl-2,3,4,9-tetrahydro-1H-pyrido[3,4-b]indol-1-yl)phenoxy)cyclopentyl)acrylamide